1,1,5,5-tetradeuterio-3-[(E)-styryl]pentane-1,5-diol [2H]C(CC(CC(O)([2H])[2H])\C=C\C1=CC=CC=C1)(O)[2H]